C(C1=CC=CC=C1)N(CCCN1N=CC=C(C1=O)C1=CC=CC=C1)C 2-(3-(benzyl-(methyl)amino)propyl)-4-phenylpyridazin-3(2H)-one